tert-butyl N-[5-[[2-[2-(4-Fluorophenyl)-5-methyl-1-piperidyl]-2-oxo-acetyl]amino]-3-methyl-2-pyridyl]carbamate FC1=CC=C(C=C1)C1N(CC(CC1)C)C(C(=O)NC=1C=C(C(=NC1)NC(OC(C)(C)C)=O)C)=O